BrC(C(=O)ONC1=CC=C2C=CC3=CC=CC4=CC=C1C2=C34)(C)C 1-(α-bromodimethylacetoxy)aminopyrene